NC=1C=CC=2C=NCC3=CC=CC1C23 6-amino-1H-benz[de]isoquinoline